FC(OCCNCC1=CC(=C2CN(C(C2=C1)=O)C1=CC(=CC=C1)C1(CC(C1)OC)C1=NN=CN1C)C(F)(F)F)F 6-(((2-(difluoromethoxy)ethyl)amino)methyl)-2-(3-((1r,3r)-3-methoxy-1-(4-methyl-4H-1,2,4-triazol-3-yl)cyclobutyl)phenyl)-4-(trifluoromethyl)isoindolin-1-one